tert-Butyl N-(4-hydroxythieno[2,3-b]pyridin-2-yl)carbamate OC1=C2C(=NC=C1)SC(=C2)NC(OC(C)(C)C)=O